C(CCCCCCCCC)C(CCOC(CCCCCCCCC)=O)CCCCCCCCCCCC decanoic acid 3-decylpentadecyl ester